C1(CC1)C(O)C=1C=NC=CC1 Cyclopropyl-(pyridin-3-yl)methanol